ClC=1C(=C(C=C(C1)O)N1CC=2N=C(N=C(C2CC1)N1CC2CC(C(C1)C2)O)OCC21CCCN1CCC2)C2CC2 3-(7-(3-chloro-2-cyclopropyl-5-hydroxyphenyl)-2-((tetrahydro-1H-pyrrolizin-7a(5H)-yl)methoxy)-5,6,7,8-tetrahydropyrido[3,4-d]pyrimidin-4-yl)-3-azabicyclo[3.2.1]octan-6-ol